2-(1-(((trans-4-((3-(1-Cyclopropyl-1H-pyrazol-4-yl)phenyl)((trans-4-(4-methoxy-3-methylphenyl)cyclohexyl)methyl)carbamoyl)cyclohexyl)oxy)carbonyl)azetidin-3-yl)acetic acid C1(CC1)N1N=CC(=C1)C=1C=C(C=CC1)N(C(=O)[C@@H]1CC[C@H](CC1)OC(=O)N1CC(C1)CC(=O)O)C[C@@H]1CC[C@H](CC1)C1=CC(=C(C=C1)OC)C